7-fluoro-4-((5-(3-hydroxy-3-methyl-2-oxoindolin-1-yl)pyridin-3-yl)methyl)phthalazin FC1=CC=C2C(=NN=CC2=C1)CC=1C=NC=C(C1)N1C(C(C2=CC=CC=C12)(C)O)=O